ClC1=C(C(=C(C=C1OC)OC)Cl)C1=CC2=C(N=C(N=C2)SC)C(=N1)N1CC(CCC1)OC 6-(2,6-dichloro-3,5-dimethoxyphenyl)-8-(3-methoxypiperidin-1-yl)-2-(methylthio)pyrido[3,4-d]pyrimidine